3,6-dimethyl-2-(3-pyridyl)chromen-4-one CC1=C(OC2=CC=C(C=C2C1=O)C)C=1C=NC=CC1